FC1=C(C=CC=C1)S(=O)(=O)NC12CC3(CC(CC(C1)C3)C2)NC(=O)C2=NC=CC=C2 Pyridine-2-carboxylic acid [3-(2-fluoro-benzenesulfonylamino)-adamantan-1-yl]-amide